NC=1C(NC2=C(C(=CN=C2C1C1=C2C=NNC2=C(C=C1)F)C)OC)=O 3-Amino-4-(7-fluoro-1H-indazol-4-yl)-8-methoxy-7-methyl-1H-1,5-naphthyridin-2-one